NC=1C(=C(C(=CC1)F)C1=CC2=C(N=C(N=C2)SC)N(C1=O)CCOCCOCCNC(OC(C)(C)C)=O)F tert-Butyl N-[2-[2-[2-[6-(3-amino-2,6-difluorophenyl)-2-methylsulfanyl-7-oxopyrido[2,3-d]pyrimidin-8-yl]ethoxy]ethoxy]ethyl]carbamate